7-(2-((6-oxo-4-(trifluoromethyl)-1,6-dihydropyrimidin-2-yl)thio)acetyl)-1,3,4,5-tetrahydro-2H-benzo[b]azepin-2-one O=C1C=C(N=C(N1)SCC(=O)C1=CC2=C(NC(CCC2)=O)C=C1)C(F)(F)F